N,N-dimethylpropan-1-amine dimesylate S(C)(=O)(=O)O.S(C)(=O)(=O)O.CN(CCC)C